4-[6-chloro-2-(methylsulfanyl)pyrimidin-4-yl]morpholine ClC1=CC(=NC(=N1)SC)N1CCOCC1